3-fluoropiperidin-1-ylethan-1-ol FC1CN(CCC1)C(C)O